P(=O)(O)(O)O.C(CCCCCCCCCCCCCCC)OCCCCCCCCCCCCCCCC cetyl ether phosphate salt